CC1=NC=CC(=C1)NC1=CC=CC=C1 methyl-4-phenylaminopyridine